C(C)(C)(C)N1[C@H](C[C@@H](C1)NC1CCC(CC1)C)C 1-(tert-butyl)2-methyl-(2S,4S)-4-(((1s,4R)-4-methylcyclohexyl)amino)pyrrolidine